trans-cyclobutane-1,2-dicarbonyl chloride [C@@H]1([C@@H](CC1)C(=O)Cl)C(=O)Cl